C(C)(C)(C)OC(=O)N1CCN(CC1)CC1=C(C=2C(N=C1C)=NON2)N 4-({7-amino-5-methyl-[1,2,5]oxadiazolo[3,4-b]pyridin-6-yl}methyl)piperazine-1-carboxylic acid tert-butyl ester